CC(C(=O)NC1(CC(C1)(F)F)C(=O)O)(C)C 1-(2,2-dimethylpropanamido)-3,3-difluorocyclobutane-1-carboxylic acid